1-(tert-butyl) 4-ethyl 2-fluoro-3-methoxyterephthalate FC1=C(C(=O)OC(C)(C)C)C=CC(=C1OC)C(=O)OCC